C12CN(CC(CC1)N2)C2(CC2)COC=2N=C(C1=C(N2)CN(CC1)C1=CC=CC2=CC=CC(=C12)C)N1C[C@@H](N(CC1)C=CC)CC#N 2-((2S)-4-(2-((1-(3,8-diazabicyclo[3.2.1]oct-3-yl)cyclopropyl)methoxy)-7-(8-methylnaphthalen-1-yl)-5,6,7,8-tetrahydropyrido[3,4-d]pyrimidin-4-yl)-1-propenylpiperazin-2-yl)acetonitrile